C(OCOP(=O)(OCOC(=O)OC(C)C)O)(OC(C)C)=O [hydroxy(isopropoxycarbonyloxymethoxy)phosphoryl]oxymethyl isopropyl carbonate